(6-chloropyridin-2-yl)-N2-cyclobutyl-N4-(6-fluoropyridin-3-yl)-1,3,5-triazine-2,4-diamine ClC1=CC=CC(=N1)C1=NC(=NC(=N1)NC1CCC1)NC=1C=NC(=CC1)F